CN1N=C(C(=C1)C=1C=NC=2CCN(CC2C1)C=1C(=CC=2N(N1)C=NC2)C)C 3-(1,3-dimethyl-1H-pyrazol-4-yl)-6-(3-methylimidazo[1,5-b]pyridazin-2-yl)-5,6,7,8-tetrahydro-1,6-naphthyridine